rac-(1S*,2S*)-2-(3-chlorophenyl)-N-(4-chloropyrimidin-5-yl)cyclopropane-1-carboxamide ClC=1C=C(C=CC1)[C@@H]1[C@H](C1)C(=O)NC=1C(=NC=NC1)Cl |r|